NC(C(C1=NN=CC2=CC=CC=C12)NC(=O)[C@@H]1[C@H]2C([C@H]2CN1C([C@H](C(COC)(C)C)NC(C(F)(F)F)=O)=O)(C)C)=O (1R,2S,5S)-N-(2-amino-2-oxo-1-(phthalazin-1-yl)ethyl)-3-((S)-4-methoxy-3,3-dimethyl-2-(2,2,2-trifluoroacetamido)butanoyl)-6,6-dimethyl-3-azabicyclo[3.1.0]hexane-2-carboxamide